C(CCCCCCCCCCC)(=O)NCCC[N+](C)(C)CC(=O)[O-] {[3-(Dodecanoylamino) propyl](dimethyl) ammonio}acetate